OC1=C(C=C(C=C1)C=1C(C=CC(C1)=O)=O)CC=C 2-[4-hydroxy-3-(2-propenyl)phenyl]-2,5-cyclohexadiene-1,4-dione